C1(CC1)C(CC(=O)N1CCC(CC1)(O)CN1C=NC=2C(C1=O)=NN(C2C2=CC=CC=C2)C)C2CC2 6-((1-(3,3-Dicyclopropylpropanoyl)-4-hydroxypiperidin-4-yl)methyl)-2-methyl-3-phenyl-2H-pyrazolo[4,3-d]pyrimidin-7(6H)-one